ClC=1C=NN(C(C1Cl)=O)[C@@H]1CC[C@H](CC1)N1C(N(C2=C1C=CC=C2)CCO[Si](C)(C)C(C)(C)C)=O trans-1-[4-(4,5-dichloro-6-oxo-pyridazin-1-yl)cyclohexyl]-3-[2-[1,1-dimethylethyl(dimethyl)silyl]oxyethyl]benzimidazol-2-one